CC(COC=1C=NC(=CC1C1=CC=2N(C=C1)N=C(C2)NC2=CN=C1C(=N2)NC=C1)C)(C)O 2-methyl-1-[[6-methyl-4-[2-(5H-pyrrolo[2,3-b]pyrazin-3-ylamino)pyrazolo[1,5-a]pyridin-5-yl]-3-pyridyl]oxy]propan-2-ol